3-{[tert-butyl-(dimethyl)silyl]oxy}propanol C(C)(C)(C)[Si](OCCCO)(C)C